diglycolic acid diamide C(COCC(=O)N)(=O)N